4-(((trans)-4-(4-(trifluoromethoxy)phenyl)cyclohexyl)oxy)-1H-1,2,3-triazole-5-carbaldehyde FC(OC1=CC=C(C=C1)[C@@H]1CC[C@H](CC1)OC=1N=NNC1C=O)(F)F